FC=1C=CC2=C(C(=C3CCCN23)C(=O)OCC)C1 ethyl 7-fluoro-1H,2H,3H-benzo[b]pyrrolizine-9-carboxylate